The molecule is a heterodetic cyclic polypeptide consisting of the linear sequence Cys-Lys-Ser-Hyp-Gly-Ser-Ser-Cys-Ser-Hyp-Thr-Ser-Tyr-Asn-Cys-Cys-Arg-Ser-Cys-Asn-Hyp-Tyr-Thr-Lys-Arg-Cys-Tyr-NH2 with three disulfide bridges between cysteine residues 1-16, 8-19 and 15-26. Isolated from the venom of the fish-hunting snail Conus geographus. It has a role as a venom, a neurotoxin, a calcium channel blocker and a marine metabolite. It is a polypeptide, a heterodetic cyclic peptide, an organic disulfide and a peptidyl amide. C[C@H]([C@H]1C(=O)N[C@H](C(=O)N[C@H](C(=O)N[C@H](C(=O)N[C@H]2CSSC[C@H](NC(=O)[C@@H](NC(=O)[C@@H](NC(=O)[C@@H](NC(=O)[C@@H](NC(=O)[C@@H]3C[C@H](CN3C(=O)[C@@H](NC(=O)[C@@H]4CSSC[C@@H](C(=O)N[C@H](C(=O)N5C[C@@H](C[C@H]5C(=O)N1)O)CO)NC(=O)[C@@H](NC(=O)[C@@H](NC(=O)CNC(=O)[C@@H]6C[C@H](CN6C(=O)[C@@H](NC(=O)[C@@H](NC(=O)[C@H](CSSC[C@@H](C(=O)N[C@H](C(=O)N[C@H](C(=O)N4)CO)CCCNC(=N)N)NC2=O)N)CCCCN)CO)O)CO)CO)CC(=O)N)O)CC7=CC=C(C=C7)O)[C@@H](C)O)CCCCN)CCCNC(=N)N)C(=O)N[C@@H](CC8=CC=C(C=C8)O)C(=O)N)CC(=O)N)CC9=CC=C(C=C9)O)CO)O